(E)-3-phenyl-2-propenoic acid methyl ester COC(\C=C\C1=CC=CC=C1)=O